FC(OCC1=C[C@H]([C@@H]([C@H]([C@H]1O)O)O)NCC1CCC(CC1)=O)F 4-((((1R,4S,5S,6S)-3-((difluoromethoxy)methyl)-4,5,6-trihydroxycyclohex-2-en-1-yl)amino)methyl)cyclohexan-1-one